FC(CCC=1C=NC=C(C(=O)N)C1)F 5-(3,3-difluoropropyl)nicotinamide